3-cyano-N-[(1s,4s)-4-{[2-(dimethylamino)-6-(trifluoromethyl)pyrimidin-4-yl]amino}cyclohexyl]benzamide C(#N)C=1C=C(C(=O)NC2CCC(CC2)NC2=NC(=NC(=C2)C(F)(F)F)N(C)C)C=CC1